N-methyl-N-(2-(4-(1-methyl-2,3-dihydro-1H-pyrrolo[2,3-c]pyridin-5-yl)thiazol-2-ylamino)-5-(trifluoromethyl)pyridin-3-yl)acetamide CN(C(C)=O)C=1C(=NC=C(C1)C(F)(F)F)NC=1SC=C(N1)C=1C=C2C(=CN1)N(CC2)C